bis(2-chloroethyl)aniline ClCCN(C1=CC=CC=C1)CCCl